3-allyl-phenanthrene C(C=C)C=1C=CC=2C=CC3=CC=CC=C3C2C1